[Mn+2].S(=O)(=O)([O-])C=1C(C=CC(C1)=O)=O.S(=O)(=O)([O-])C=1C(C=CC(C1)=O)=O 2-sulfo-1,4-benzoquinone manganese salt